(R)-4-(6-(6,7-difluoroquinazolin-4-yl)-8-methyl-5,6,7,8-tetrahydro-1,6-naphthyridin-3-yl)morpholine FC=1C=C2C(=NC=NC2=CC1F)N1CC=2C=C(C=NC2[C@@H](C1)C)N1CCOCC1